C(#C)C1=C(C=CC=C1)C 1-ethynyl-2-methylbenzene